(2-isopropyl-6-methyl-4-(p-tert.butyl-phenyl)indenyl)(2,6-dimethyl-4-(p-tert.butyl-phenyl)indenyl)-zirconium dichloride [Cl-].[Cl-].C(C)(C)C=1C(C2=CC(=CC(=C2C1)C1=CC=C(C=C1)C(C)(C)C)C)[Zr+2]C1C(=CC2=C(C=C(C=C12)C)C1=CC=C(C=C1)C(C)(C)C)C